tert-butyl 6-fluoro-2-methyl-1-oxo-7-(6-(3-(piperidin-1-yl) propoxy) pyridin-3-yl)-9,10-dihydro-1H-2,4,8,10a-tetraazanaphtho[2,1,8-cde]azulene-8(2H)-carboxylate FC=1C=C2N=CC=3N(C(N4CCN(C(=C2C34)C1C=1C=NC(=CC1)OCCCN1CCCCC1)C(=O)OC(C)(C)C)=O)C